dicarboxyhydrazine C(=O)(O)NNC(=O)O